N-((2-(4-(7-chloro-1-methyl-2,3-dioxo-2,3-dihydropyrido[2,3-b]pyrazin-4(1H)-yl)piperidin-1-yl)pyrimidin-5-yl)methyl)-N-methyl-4-(trifluoromethyl)benzamide ClC1=CC2=C(N(C(C(N2C)=O)=O)C2CCN(CC2)C2=NC=C(C=N2)CN(C(C2=CC=C(C=C2)C(F)(F)F)=O)C)N=C1